6-amino-4-(4-chlorophenyl)-2,3,9-trimethyl-6H-thieno[3,2-f][1,2,4]triazolo[4,3-a][1,4]diazepin NC1C=2N(C3=C(C(=N1)C1=CC=C(C=C1)Cl)C(=C(S3)C)C)C(=NN2)C